5-(1H-indole-2-carbonyl)-N-[1-(methoxymethyl)cyclopropyl]-N-methyl-4H,5H,6H,7H-pyrazolo[1,5-a]pyrazine-3-sulfonamide N1C(=CC2=CC=CC=C12)C(=O)N1CC=2N(CC1)N=CC2S(=O)(=O)N(C)C2(CC2)COC